O-benzyl-N-(1-(hydroxymethyl)-4-methylcyclohexane-1-carbonyl)-L-serine benzyl ester C(C1=CC=CC=C1)OC([C@@H](NC(=O)C1(CCC(CC1)C)CO)COCC1=CC=CC=C1)=O